3-Cyano-6-(naphthalen-2-yl)-4-oxo-4,5-dihydropyrazolo[1,5-a]pyrazine-2-carboxylic acid C(#N)C=1C(=NN2C1C(NC(=C2)C2=CC1=CC=CC=C1C=C2)=O)C(=O)O